(2-aminoquinazolin-7-yl)boronic acid NC1=NC2=CC(=CC=C2C=N1)B(O)O